N-benzhydryl-5-(4-methoxyphenyl)-3-nitropyridin-2-amine C(C1=CC=CC=C1)(C1=CC=CC=C1)NC1=NC=C(C=C1[N+](=O)[O-])C1=CC=C(C=C1)OC